ethyl 3-[3-[(1R)-1-(6-hydroxy-2,2-dioxo-4H-1,2λ6,3-benzoxathiazin-3-yl)ethyl]-4-methyl-phenyl]-3-[1-[2-(2-hydroxyethyl)-4-methoxy-butyl]-4-methyl-benzotriazol-5-yl]propanoate OC=1C=CC2=C(CN(S(O2)(=O)=O)[C@H](C)C=2C=C(C=CC2C)C(CC(=O)OCC)C2=C(C3=C(N(N=N3)CC(CCOC)CCO)C=C2)C)C1